S(=O)(=O)(ON1[C@@H]2CC[C@H](N(C1=O)C2)C(NC(=O)C2=CN=CS2)=N)O (2S,5R)-7-oxo-2-(N-(thiazole-5-carbonyl) carbamimidoyl)-1,6-diazabicyclo[3.2.1]octan-6-yl hydrogen sulfate